((4-(3-chloropropyloxy)phenyl)diazenyl)benzoic acid methyl ester COC(C1=C(C=CC=C1)N=NC1=CC=C(C=C1)OCCCCl)=O